1,3-bis(2,6-dimethyl-4-(3,3,4,4,5,5,6,6,7,7,8,8,8-tridecafluorooct-1-en-1-yl)phenyl)-1H-imidazol-3-ium-2-ide CC1=C(C(=CC(=C1)C=CC(C(C(C(C(C(F)(F)F)(F)F)(F)F)(F)F)(F)F)(F)F)C)N1[C-]=[N+](C=C1)C1=C(C=C(C=C1C)C=CC(C(C(C(C(C(F)(F)F)(F)F)(F)F)(F)F)(F)F)(F)F)C